rel-N-{(3S,4S)-4-[([1,1'-biphenyl]-3-yl)methyl]-7-methyl-6-oxo-1,3,4,6-tetrahydro-2H-quinolizin-3-yl}methanesulfonamide C1(=CC(=CC=C1)C[C@H]1[C@H](CCC2=CC=C(C(N12)=O)C)NS(=O)(=O)C)C1=CC=CC=C1 |o1:7,8|